COC1=C(N)C=C(C(=C1)N1CCOCC1)C=1C=NN(C1)C 2-methoxy-5-(1-methylpyrazol-4-yl)-4-(morpholin-4-yl)aniline